C(C)(C)(C)OC(=O)N(C1=NN2C(C=C(C=C2)C=2C(=C(C(=O)O)C(=CC2)F)F)=N1)C(=O)OC(C)(C)C 3-(2-(di-(tert-butoxycarbonyl)amino)-[1,2,4]triazolo[1,5-a]pyridin-7-yl)-2,6-difluorobenzoic acid